quinolinium [NH+]1=CC=CC2=CC=CC=C12